ClCC(=O)N1CCC(CC1)N1C(N(C2=CC=C(C=C2C1=O)S(=O)(=O)NC1(CC1)C)CC1CC1)=O 3-(1-(2-chloroacetyl)piperidin-4-yl)-1-(cyclopropylmethyl)-N-(1-methylcyclopropyl)-2,4-dioxo-1,2,3,4-tetrahydroquinazoline-6-sulfonamide